CC=1C(=NSC1)C1=C2C=CC(=NC2=CC=C1)C(=O)OC methyl 5-(4-methylisothiazol-3-yl)quinoline-2-carboxylate